C1(CCCC1)NC=1C2=C(N=C(N1)NC1=C(C=C(C=C1)S(=O)(=O)N1CCOCC1)OC)NC=C2C(F)(F)F N4-cyclopentyl-N2-(2-methoxy-4-(morpholinosulfonyl)phenyl)-5-(trifluoromethyl)-7H-pyrrolo[2,3-d]pyrimidine-2,4-diamine